C(N)(OC(C1=NC=C2C=CC(=NC2=C1)C1=CC(=CC=C1)OC(F)F)C(C)(C)C)=O tert-butyl((2-(3-(difluoromethoxy)phenyl)-1,6-naphthyridin-7-yl)methyl) carbamate